BrC=1C=C(C=NC1)C=1C=C2C=CC(=NC2=CC1)OC 6-(5-bromo-3-pyridyl)-2-methoxy-quinoline